C1(=CC=CC=C1)C=1N(C2=C3N(C=CC(=C3C=CC2=CC1)C1=CC=CC=C1)C1=CC=CC=C1)C1=CC=CC=C1 2,7-diphenyl-1,10-diphenyl-phenanthroline